C(C)OC1CCC(CC1)C=1C(=NC(=NC1)N1C=NC=C1)C(=O)N ((1r,4r)-4-ethoxycyclohexyl)-2-(1H-imidazol-1-yl)pyrimidine-4-carboxamide